C(C)(C)(C)OC(=O)N1CC(OCC1)CCC(=O)C1=C(C=C(C(=O)O)C=C1F)F 4-(3-(4-(tert-butoxycarbonyl)morpholin-2-yl)propionyl)-3,5-difluorobenzoic acid